(6-bromo-4-chloropyridin-3-yl)(piperidin-1-yl)methanone BrC1=CC(=C(C=N1)C(=O)N1CCCCC1)Cl